5-oxo-1-[(pyridin-3-yl)methyl]Pyrrolidine-3-carboxylic acid O=C1CC(CN1CC=1C=NC=CC1)C(=O)O